(R)-2-(1-((6-(5-(((1-(2-chlorophenyl)ethoxy)carbonyl)amino)-4-methyl-1H-1,2,3-triazol-1-yl)-2-methylpyridin-3-yl)ethynyl)cyclopropyl)acetic acid ClC1=C(C=CC=C1)[C@@H](C)OC(=O)NC1=C(N=NN1C1=CC=C(C(=N1)C)C#CC1(CC1)CC(=O)O)C